BrC=1NC2=CC=CC=C2C1C[C@H](C)N (S)-1-(2-bromo-1H-indol-3-yl)propan-2-amine